O1C[C@H](CC1)C=1C=C2C(=NC1)NC(N2C2CCN(CC2)C(C2=CC=C(C=C2)OC(F)(F)F)=O)=O |r| (rac)-6-tetrahydrofuran-3-yl-1-[1-[4-(trifluoromethoxy)benzoyl]-4-piperidyl]-3H-imidazo[4,5-b]pyridin-2-one